4-(((6-fluoro-3-methyl-2-oxo-2,3-dihydro-1H-pyrazolo[1,5,4-de]quinoxalin-8-yl)methyl)piperazine-1-yl)-N-methylpicolinamide FC1=NN2C(C(NC=3C=C(C=C1C23)CC2N(CCNC2)C2=CC(=NC=C2)C(=O)NC)=O)C